FC(F)[N] difluoromethyl-nitrogen